NCC=1N=NN(C1)[C@H](C(=O)O)CC(C)C (s)-2-[4-(aminomethyl)-1h-1,2,3-triazol-1-yl]-4-methylpentanoic acid